(R)-(2-(aminomethyl)-5,5-difluoropiperidin-1-yl)(2-methyl-5-((4-(Trifluoromethoxy)pyridin-2-yl)amino)phenyl)methanone NC[C@@H]1N(CC(CC1)(F)F)C(=O)C1=C(C=CC(=C1)NC1=NC=CC(=C1)OC(F)(F)F)C